BrC=1C=C2C(=NC1N1CCN(CC1)C(=O)OC(C)(C)C)N(C(=N2)C2=CC=C(C=C2)F)C2=CC=NC=C2 tert-butyl 4-[6-bromo-2-(4-fluorophenyl)-3-(4-pyridyl)imidazo[4,5-b]pyridin-5-yl]piperazine-1-carboxylate